[SH3+].C1=CC=CC=2SC3=CC=CC=C3CC12 thioxanthene sulfonium salt